C(C)C(COC=1C=C(C=C(C1)CCCCCCCCCCCCCCC)C1=CC=C(C=C1)C=O)CCCC 3'-((2-ethylhexyl)oxy)-5'-pentadecyl-[1,1'-biphenyl]-4-carbaldehyde